N1(CCNCC1)S(=O)(=O)C=1C=C(C=CC1)C(CC#N)N1N=CC(=C1)C=1C2=C(N=CN1)NC=C2 3-[3-(piperazin-1-ylsulfonyl)-phenyl]-3-[4-(7H-pyrrolo[2,3-d]-pyrimidin-4-yl)-1H-pyrazol-1-yl]propanenitrile